p-toluensulfonic acid hydrate O.CC1=CC=C(C=C1)S(=O)(=O)O